2-Amino-5-((3,3-difluoropyrrolidin-1-yl)methyl)-1-(3-((4-methoxybenzyl)oxy)-2,6-dimethylphenyl)-6-methyl-1H-pyrrolo[2,3-b]pyridine-3-carbonitrile NC1=C(C=2C(=NC(=C(C2)CN2CC(CC2)(F)F)C)N1C1=C(C(=CC=C1C)OCC1=CC=C(C=C1)OC)C)C#N